C(C)(C)(C)OC(NC=1C=C(C2=C(NC(O2)=O)C1)Br)=O (7-bromo-2-oxo-3H-1,3-benzoxazol-5-yl)carbamic acid tert-butyl ester